C(CCCCCCCCCCCCC\C=C/CCCC)(=O)O cis-15-eicosenoic acid